FC1=CC=C(C=C1)CSCC ethyl [(4-fluorophenyl)methyl] sulfide